(2R,3S,5R)-5-(6-amino-2-fluoro-9H-purin-9-yl)-2-ethynyl-2-(hydroxymethyl)tetrahydrofuran-3-yl 2,2-dimethylpentanoate CC(C(=O)O[C@@H]1[C@](O[C@H](C1)N1C2=NC(=NC(=C2N=C1)N)F)(CO)C#C)(CCC)C